tert-Butyl 3-(2-(bis(methyl-d3)amino)-2-oxoethyl)-4-methoxy-1H-indole-1-carboxylate C([2H])([2H])([2H])N(C(CC1=CN(C2=CC=CC(=C12)OC)C(=O)OC(C)(C)C)=O)C([2H])([2H])[2H]